2-cyclobutyl-2,3,4,5-tetrahydro-1H-benzofuro[3,2-c]azepine C1(CCC1)N1CC2=C(CCC1)OC1=C2C=CC=C1